2-[4-[[[6-[2,3-dihydro-1,4-benzodioxin-3-ylmethyl(ethyl)amino]-5-fluoro-pyrimidin-4-yl]amino]methyl]phenyl]acetamide O1CC(OC2=C1C=CC=C2)CN(C2=C(C(=NC=N2)NCC2=CC=C(C=C2)CC(=O)N)F)CC